N-(1-cyclopropyl-2-oxo-1,2-dihydropyridin-3-yl)-7-isopropoxy-2-((1S,4R)-1-(methoxymethyl)-2-oxabicyclo[2.2.1]hept-4-yl)imidazo[1,2-a]pyrimidine-6-carboxamide C1(CC1)N1C(C(=CC=C1)NC(=O)C=1C(=NC=2N(C1)C=C(N2)[C@@]21CO[C@@](CC2)(C1)COC)OC(C)C)=O